(+/-)-[2-(3,5-difluoro-4-{[3-(5-methyl-1,3,4-oxadiazol-2-yl)-1H-pyrrolo[2,3-b]pyridin-4-yl]oxy}anilino)-5-methyl-5,6-dihydro-4H-1,3-oxazin-5-yl]methanol FC=1C=C(NC=2OC[C@@](CN2)(C)CO)C=C(C1OC1=C2C(=NC=C1)NC=C2C=2OC(=NN2)C)F |r|